ClC=1C(=C(C=CC1Cl)O)[C@@H]1CC2=NN=C(N2C1)C1CC(C1)O 3,4-dichloro-2-((S)-3-((1S,3R)-3-hydroxycyclobutyl)-6,7-dihydro-5H-pyrrolo[2,1-c][1,2,4]triazol-6-yl)phenol